FC1=CC=C(C=C1)CCC(=O)N 3-(4-fluorophenyl)propionamide